C(CCCCCCCCCCCCCCCCCCCCC)PCCPCCCCCCCCCCCCCCCCCCCCCC 1,2-bis(docosanylphosphino)ethane